(R/S)-2-(3-(3-chloro-4-methoxyphenyl)-3-hydroxyazetidin-1-yl)-4-((3-(2-hydroxypropane-2-yl)phenyl)amino)-6,7-dihydrothieno[3,2-d]pyrimidine 5-oxide ClC=1C=C(C=CC1OC)C1(CN(C1)C=1N=C(C2=C(N1)CC[S@]2=O)NC2=CC(=CC=C2)C(C)(C)O)O |r|